FC=1C=C2C=CC(=NC2=CC1)C=O 6-fluoroquinoline-2-carboxaldehyde